4-amino-N-(2,4-difluorobenzyl)-1-methyl-N-morpholino-1H-pyrazolo[4,3-c]quinoline-8-carboxamide NC1=NC=2C=CC(=CC2C2=C1C=NN2C)C(=O)N(N2CCOCC2)CC2=C(C=C(C=C2)F)F